(Z)-1-(4-amino-2-fluorobut-2-en-1-yl)-4-(3-(N,N-dimethylsulfamoyl)phenyl)-N,N,2-trimethyl-1H-benzo[d]imidazole-6-carboxamide NC\C=C(\CN1C(=NC2=C1C=C(C=C2C2=CC(=CC=C2)S(N(C)C)(=O)=O)C(=O)N(C)C)C)/F